BrC1=CC=C(C=C1)C1=C(C#N)C(=CC(=N1)C1CCC(CC1)CO)Cl (4-bromophenyl)-4-chloro-6-((1r,4r)-4-(hydroxymethyl)cyclohexyl)nicotinonitrile